CC1=NN(C(=C1)NC(OC1=CC=CC=C1)=O)C1=CC=CC=C1 phenyl (3-methyl-1-phenyl-1H-pyrazol-5-yl)carbamate